2-((1-benzylpiperidin-4-yl)methyl)-5,6-dimethoxy-2,3-dihydro-1H-inden-1-one Hydrochloride Cl.C(C1=CC=CC=C1)N1CCC(CC1)CC1C(C2=CC(=C(C=C2C1)OC)OC)=O